lanthanum chromite [Cr](=O)([O-])[O-].[La+3].[Cr](=O)([O-])[O-].[Cr](=O)([O-])[O-].[La+3]